2-(morpholin-4-yl)-6-(propan-2-yl)-4-{[4-(propan-2-yl)phenyl]amino}-5,6-dihydro-7H-pyrrolo[3,4-d]pyrimidin-7-one N1(CCOCC1)C=1N=C(C2=C(N1)C(N(C2)C(C)C)=O)NC2=CC=C(C=C2)C(C)C